C12C(C(C(C=C1)C2)C(=O)O)C(O)=N 5-norbornene-2,3-dicarboxylic acid imide